2,6-Bis(benzo[1,3]dioxol-5-ylmethylene)cyclohexan-1-one O1COC2=C1C=CC(=C2)C=C2C(C(CCC2)=CC2=CC1=C(OCO1)C=C2)=O